C(C)(C)(C)OC(=O)N1C[C@H](CCC1)NC1=NC=C(C(=N1)Cl)C(F)(F)F (3S)-3-((4-chloro-5-(trifluoromethyl)pyrimidin-2-yl)amino)piperidine-1-carboxylic acid tert-butyl ester